4-cyano-4-[(dodecylthiothio)thio]pentanol C(#N)C(CCCO)(C)SSSCCCCCCCCCCCC